8-(3-aminopiperidin-1-yl)-xanthine NC1CN(CCC1)C1=NC=2NC(NC(C2N1)=O)=O